tert-butyl (R)-4-((1-(3-(2,6-bis(benzyloxy)pyridin-3-yl)-1-methyl-1H-indazol-6-yl)piperidin-4-yl)methyl)-2-(hydroxymethyl)piperazine-1-carboxylate C(C1=CC=CC=C1)OC1=NC(=CC=C1C1=NN(C2=CC(=CC=C12)N1CCC(CC1)CN1C[C@@H](N(CC1)C(=O)OC(C)(C)C)CO)C)OCC1=CC=CC=C1